Cl.Cl.COC(=O)C1(CCN(CC1)C(=O)OCC1=CC=CC=C1)NN 4-hydrazinopiperidine-1,4-dicarboxylic acid 1-benzyl 4-methyl ester dihydrochloride